ClC1=CC2=C(N=CN(C2=O)CC2(CCN(CC2)C(=O)C2(CC2)C)O)N1C1=CC=C(C=C1)[C@H]1NC[C@@H](OC1)C |r| Rac-6-chloro-3-((4-hydroxy-1-(1-methylcyclopropane-1-carbonyl)piperidin-4-yl)methyl)-7-(4-((3r,6s)-6-methylmorpholin-3-yl)phenyl)-3,7-dihydro-4H-pyrrolo[2,3-d]pyrimidin-4-one